C1CC12CCN(CC2)C2=C(C(=O)NC=1C=C3C=CC=NC3=C(C1F)N1CCC(CC1)(F)F)C=CC(=C2)I 2-{6-Azaspiro[2.5]oct-6-yl}-N-[8-(4,4-difluoropiperidin-1-yl)-7-fluoroquinolin-6-yl]-4-iodobenzamide